C(C)OCC(C(=O)OCCCCC)C(C)(C)C amyl 2-ethoxymethyl-3,3-dimethylbutyrate